ethyl (S)-1-chlorocarbonylpiperidine-3-carboxylate ClC(=O)N1C[C@H](CCC1)C(=O)OCC